2-((3-methoxyazetidin-1-yl)methyl)-3-(methylsulfanyl)pyrazine COC1CN(C1)CC1=NC=CN=C1SC